C1(CC1)C=1SC(=CN1)C(=O)NC1=CC(=C(C=C1)F)[C@H](C)NC=1C=NC=2C(N1)=NN(C2)CC (S)-2-cyclopropyl-N-(3-(1-((2-ethyl-2H-pyrazolo[3,4-b]pyrazin-6-yl)amino)ethyl)-4-fluorophenyl)thiazole-5-carboxamide